N=1N=CN2C=NC(=CC21)OC2=C(C=C(C=C2)NC2=NC=NC1=CC=C(C=C21)NC(CC#N)=O)C N-(4-((4-([1,2,4]triazolo[4,3-c]pyrimidin-7-yloxy)-3-methylphenyl)amino)quinazolin-6-yl)-2-cyanoacetamide